NCCC=1C=NC(=NC1)C1=C(C=C(C#N)C=C1)OC1=CN=NC(=C1)C1=CC=CC=C1 4-[5-(2-aminoethyl)pyrimidin-2-yl]-3-(6-phenylpyridazin-4-yl)oxybenzonitrile